3-(2,4-dichloro-3-fluoro-phenyl)isoxazol-5-amine ClC1=C(C=CC(=C1F)Cl)C1=NOC(=C1)N